COC1(C2CCCC1CN(C2)C3CC4(C3)COC4)C5=CC(=NC=C5)C(=O)N 4-((1R,5S,9r)-9-methoxy-3-(2-oxaspiro[3.3]heptan-6-yl)-3-azabicyclo[3.3.1]nonan-9-yl)picolinamide (S)-2-hydroxysuccinate